C1(=CC=CC=2C(C=3C(=CC=CC3C(C12)=O)S(=O)(=O)[O-])=O)S(=O)(=O)[O-].[Na+].[Na+] disodium anthraquinone-1,5-disulfonate